3-CHLORO-2-METHYLPYRIDINE-6-BORONIC ACID ClC=1C(=NC(=CC1)B(O)O)C